3-(5,5'-diallyl-2,2'-dihydroxy-[1,1'-biphenyl]-3-yl)-1-(thien-3-yl)prop-2-en-1-one C(C=C)C=1C=C(C(=C(C1)C1=C(C=CC(=C1)CC=C)O)O)C=CC(=O)C1=CSC=C1